2-[(4-methoxycarbonyl-1-piperidinyl)sulfonylaminoformyloxy]acetic acid COC(=O)C1CCN(CC1)S(=O)(=O)NC(=O)OCC(=O)O